C1(CC1)C1=NN(C=C1C1=NC2=CC=CC=C2N=C1)C1CC2(CC(C2)CC#N)C1 2-(6-(3-cyclopropyl-4-(quinoxalin-2-yl)-1H-pyrazol-1-yl)spiro[3.3]heptan-2-yl)acetonitrile